hydroxyfurazan OC1=NON=C1